BrC1=C2CCN(C(C2=CC(=C1)CN1C(=NC=C1)NC)=O)C(C)C1=NC=C(C(=C1)OCC)F 5-bromo-2-(1-(4-ethoxy-5-fluoropyridin-2-yl)ethyl)-7-((2-(methylamino)-1H-imidazol-1-yl)methyl)-3,4-dihydroisoquinolin-1(2H)-one